C1(=C(C=C(C=C1)C)C)CNC 1-(2,4-xylyl)-N-methylmethylamine